tri-sulfopropyl-acridinium S(=O)(=O)(O)C(CCC1=CC=CC2=[NH+]C3=CC=CC=C3C=C12)(S(=O)(=O)O)S(=O)(=O)O